CCC(C(C)(C)C)(C)N[Ti](C)(C)C1C=CC=C1 Tetramethylcyclopentadienyl-tert-Butylamino-Dimethyl-Titanium